NC1=C(C=NN1C(C)(C)C)C(=O)NCC#CC1=NN2C(C=CC=C2N[C@H]2[C@H](CN(CC2)C2CC2)F)=C1CC(F)(F)F 5-amino-1-tert-butyl-N-(3-(7-{[(3S,4R)-1-cyclopropyl-3-fluoropiperidin-4-yl]amino}-3-(2,2,2-trifluoroethyl)pyrazolo[1,5-a]pyridin-2-yl)prop-2-yn-1-yl)-1H-pyrazole-4-carboxamide